CC/C=C\\C/C=C\\C=C\\[C@H](CCCCCCCC(=O)O)OO The molecule is a (10E,12Z,15Z)-9-hydroperoxyoctadeca-10,12,15-trienoic acid which has S-configuration at the chiral centre. It is a conjugate acid of a (9S,10E,12Z,15Z)-9-hydroperoxyoctadeca-10,12,15-trienoate. It is an enantiomer of a (9R,10E,12Z,15Z)-9-hydroperoxyoctadeca-10,12,15-trienoic acid.